8-cyclopentyl-7-oxo-2-((2-oxoindolin-6-yl)amino)-7,8-dihydropyrido[2,3-d]pyrimidine-6-carbonitrile C1(CCCC1)N1C(C(=CC2=C1N=C(N=C2)NC2=CC=C1CC(NC1=C2)=O)C#N)=O